3-bromo-6-(1-methyl-1H-pyrazol-3-yl)pyrazolo[1,5-a]pyridine BrC=1C=NN2C1C=CC(=C2)C2=NN(C=C2)C